N-trimethylsilyl(imidazole-2-yl)propyl(methyl)diethoxysilane C[Si](N1C(=NC=C1)CCO[Si](OCC)(C)CCC)(C)C